ClC=1C=C(C=C(C1OC1=NNC(C(=C1)C(C)C)=O)Cl)C=1C(NC(N(N1)C(F)F)=O)=O 6-(3,5-dichloro-4-((5-isopropyl-6-oxo-1,6-dihydropyridazin-3-yl)oxy)phenyl)-2-(difluoromethyl)-1,2,4-triazine-3,5(2H,4H)-dione